CC1N(CCCC1)C=1N=NNC1 Methyl-triazolyl-piperidine